ClC=1C(=C(C=CC1)C1(CN(CC1)C(=O)OC(C)(C)C)NC1=CC=C2C=CN(C(C2=C1)=O)C)C tert-butyl 3-(3-chloro-2-methylphenyl)-3-((2-methyl-1-oxo-1,2-dihydroisoquinolin-7-yl)amino)pyrrolidine-1-carboxylate